5,6,7,8-tetrahydroisoquinoline-3-carboxylic acid C1=NC(=CC=2CCCCC12)C(=O)O